4-[[5-amino-1-(5-chloro-1,3-dimethyl-pyrazol-4-yl)sulfonyl-1,2,4-triazol-3-yl]amino]-2-chloro-benzonitrile NC1=NC(=NN1S(=O)(=O)C=1C(=NN(C1Cl)C)C)NC1=CC(=C(C#N)C=C1)Cl